tert-Butyl 4-[3-fluoro-4-(methoxycarbonyl)phenyl]piperazine-1-carboxylate Palladium (II) acetate C(C)(=O)[O-].[Pd+2].FC=1C=C(C=CC1C(=O)OC)N1CCN(CC1)C(=O)OC(C)(C)C.C(C)(=O)[O-]